(2S)-1-(3-(3-(azetidin-1-yl)-5a,6,8,9-tetrahydropyrido[3',2':4,5]imidazo[1,2-a]pyrazin-7(5H)-yl)-3-oxopropoxy)propan N1(CCC1)C1=CC=2NC3N(CCN(C3)C(CCOCCC)=O)C2N=C1